COC(=O)C1=NN(C=C1Br)COCC[Si](C)(C)C bromo-1-[[2-(trimethylsilyl)ethoxy]methyl]pyrazole-3-carboxylic acid methyl ester